FC=1C(=C(C=CC1)C1=NC=C2N(C(N(C2=N1)CC1=CC=C(C=C1)C=1N(C=C(N1)C(F)(F)F)C)=N)C)C(C)C 2-(3-fluoro-2-isopropylphenyl)-7-methyl-9-(4-(1-methyl-4-(trifluoromethyl)-1H-imidazol-2-yl)benzyl)-7,9-dihydro-8H-purin-8-imine